6-(3-(4-methoxybenzyl)ureido)spiro[3.3]heptane-2-carboxylic anhydride COC1=CC=C(CNC(NC2CC3(CC(C3)C(=O)OC(=O)C3CC4(C3)CC(C4)NC(=O)NCC4=CC=C(C=C4)OC)C2)=O)C=C1